4-(tertiary butyl)phenylboronic acid C(C)(C)(C)C1=CC=C(C=C1)B(O)O